(R)-4-phenyloxazolidin-2-one C1(=CC=CC=C1)[C@H]1NC(OC1)=O